4-methoxy-3-methyl-2-[(6S)-6-methyl-4,5,6,7-tetrahydropyrazolo[1,5-a]pyrazin-3-yl]-1,2-thiazolidin 1,1-dioxide COC1C(N(S(C1)(=O)=O)C=1C=NN2C1CN[C@H](C2)C)C